C(C)C=1N=C2N(C=C(C=C2)C=2CCN(CC2)S(=O)(=O)C)C1N(C=1SC=C(N1)C1=CC=C(C=C1)OC)C N-(2-ethyl-6-(1-(methylsulfonyl)-1,2,3,6-tetrahydropyridin-4-yl)imidazo[1,2-a]pyridin-3-yl)-4-(4-methoxyphenyl)-N-methylthiazol-2-amine